BrC1=C(C=CC=2N=C(SC21)C#N)NC2CCC(CC2)N2C[C@@H](CCC2)O 7-bromo-6-{[(1S,4s)-4-[(3R)-3-hydroxypiperidin-1-yl]cyclohexyl]amino}-1,3-benzothiazole-2-carbonitrile